methyl 5,7-difluoro-2-(5-methoxypyridin-2-yl)-1H-indole-3-carboxylate FC=1C=C2C(=C(NC2=C(C1)F)C1=NC=C(C=C1)OC)C(=O)OC